(1R,4R)-5-(4-{5-[(7S)-7-{3-oxa-6-azabicyclo[3.1.1]heptan-6-yl}-6,7,8,9-tetrahydro-5H-benzo[7]annulen-2-yl]-2H-pyrazolo[3,4-b]pyridin-3-yl}phenyl)-2-oxa-5-azabicyclo[2.2.1]heptane C12COCC(N1[C@H]1CCC3=C(CC1)C=C(C=C3)C3=CC=1C(N=C3)=NNC1C1=CC=C(C=C1)N1[C@H]3CO[C@@H](C1)C3)C2